N-phenyl-2-(9,9,10,10-tetramethyl-9,10-dihydrophenanthren-3-yl)-N-(3-(triphenylen-2-yl)phenyl)aniline C1(=CC=CC=C1)N(C1=C(C=CC=C1)C=1C=CC=2C(C(C3=CC=CC=C3C2C1)(C)C)(C)C)C1=CC(=CC=C1)C1=CC=2C3=CC=CC=C3C3=CC=CC=C3C2C=C1